CC(C(=O)N1OCC[C@H]1C1=NC=C(C=C1)C(F)(F)F)(C)C 2,2-dimethyl-1-[(3S)-3-[5-(trifluoromethyl)pyridin-2-yl]-1,2-oxazolidin-2-yl]propan-1-one